CC1=C(SC=C1C)N(C(=O)N)S(N(C1CN(CCC1)C)C=1C=NN(C1)C)(=O)=O (3,4-Dimethylthiophen-2-yl)-1-[(1-methyl-1H-pyrazol-4-yl)(1-methyl-piperidin-3-yl)sulfamoyl]urea